C(C)C1=CC=2CC3=CC=CC=C3SC2C(=C1)CC 2,4-diethyl-thioxanthene